5-chloro-2-[4-(trifluoromethoxy)phenyl][1,2,4]triazolo[1,5-c]quinazoline ClC1=NC=2C=CC=CC2C=2N1N=C(N2)C2=CC=C(C=C2)OC(F)(F)F